NC1=NC2=CC(=CC=C2C=C1)C=1C=NN(C1C1=C(C#N)C(=CC=C1F)OC1CC1)C 2-(4-(2-aminoquinolin-7-yl)-1-methyl-1H-pyrazol-5-yl)-6-cyclopropoxy-3-fluorobenzonitrile